4-[4-(2-aminoethyl)pyrazol-1-yl]-3-(6-pyrrolidin-1-ylpyridazin-4-yl)sulfanylbenzonitrile NCCC=1C=NN(C1)C1=C(C=C(C#N)C=C1)SC1=CN=NC(=C1)N1CCCC1